2,3,4-O-triacetyl-6-O-benzyl-α-D-galactopyranosyl bromide C(C)(=O)[C@@]1([C@H](O[C@@H]([C@@H]([C@@]1(O)C(C)=O)OC(C)=O)COCC1=CC=CC=C1)Br)O